[N+](=O)([O-])C1=C(C=CC=C1)C=1NC=CC1C(=O)OCC ethyl 2-(2-nitrophenyl)-1H-pyrrole-3-carboxylate